5-(4-((2-(1H-indol-3-yl)ethyl)amino)-7,8-dihydro-6H-pyrimido[5,4-b][1,4]oxazin-2-yl)pyridin-2-ol N1C=C(C2=CC=CC=C12)CCNC1=NC(=NC2=C1OCCN2)C=2C=CC(=NC2)O